(R)-3-(3-(2-Fluoro-3-(4,4,5,5-tetramethyl-1,3,2-dioxaborolan-2-yl)phenyl)isoxazol-5-yl)-3-hydroxy-1-methylpyrrolidin-2-one FC1=C(C=CC=C1B1OC(C(O1)(C)C)(C)C)C1=NOC(=C1)[C@]1(C(N(CC1)C)=O)O